4-(2-(3-(3-chloro-2-fluoro-6-(1H-tetrazol-1-yl)phenyl)acryloyl)-N-methyl-5-(4-methyl-2-oxopiperazin-1-yl)-1,2,3,4-tetrahydroisoquinoline-1-carboxamido)benzoic acid ClC=1C(=C(C(=CC1)N1N=NN=C1)C=CC(=O)N1C(C2=CC=CC(=C2CC1)N1C(CN(CC1)C)=O)C(=O)N(C)C1=CC=C(C(=O)O)C=C1)F